1-((S)-1-((R)-1,4-dioxan-2-yl)ethyl)-N-(5-(difluoromethoxy)-1H-pyrazol-3-yl)-1H-pyrazolo[3,4-b]Pyrazin-6-amine O1[C@@H](COCC1)[C@H](C)N1N=CC=2C1=NC(=CN2)NC2=NNC(=C2)OC(F)F